ClC1=CC=C2CCN(CC2=C1NS(=O)(=O)C1=NC=CC=C1C)C N-(7-chloro-2-methyl-1,2,3,4-tetra-hydroisoquinolin-8-yl)-3-methylpyridine-2-sulfonamide